NC=1C=C(C=C2C=C(N=CC12)NC(=O)[C@H]1[C@H](C1)F)N1C(OC[C@@H]1C)=O (1S,2S)-N-(8-amino-6-((S)-4-methyl-2-oxooxazolidin-3-yl)isoquinolin-3-yl)-2-fluorocyclopropanecarboxamide